5-chloro-2-[[6-chloro-3-[(1,1-dioxo-1,4-thiazinan-4-yl)sulfonyl]-4-quinolyl]amino]benzoic acid ClC=1C=CC(=C(C(=O)O)C1)NC1=C(C=NC2=CC=C(C=C12)Cl)S(=O)(=O)N1CCS(CC1)(=O)=O